6-(4-{1-[(2-Chlorophenyl)methyl]piperidin-4-yl}-1,4-diazepan-1-yl)-N-(pyridine-3-yl)pyridine-2-carboxamide ClC1=C(C=CC=C1)CN1CCC(CC1)N1CCN(CCC1)C1=CC=CC(=N1)C(=O)NC=1C=NC=CC1